(E)-N-(2-butoxy-3,4-difluorophenyl)-3-(1,3-dihydroisobenzofuran-5-yl)acrylamide C(CCC)OC1=C(C=CC(=C1F)F)NC(\C=C\C=1C=C2COCC2=CC1)=O